piperidine-1-carboxylic acid (3S)-3-({N-[(4-methoxy-1H-indol-2-yl) carbonyl]-L-leucinyl} amino)-2-oxo-4-[(3S)-2-oxopyrrolidin-3-yl]Butyl ester COC1=C2C=C(NC2=CC=C1)C(=O)N[C@@H](CC(C)C)C(=O)N[C@H](C(COC(=O)N1CCCCC1)=O)C[C@H]1C(NCC1)=O